FC(C1=CC=C(C=C1)NC1=NC=CC=C1N1CCN(CC1)C(=O)OC(C)(C)C)(F)F tert-butyl 4-(2-{[4-(trifluoromethyl)phenyl]amino}pyridin-3-yl)piperazine-1-carboxylate